4-[4-(1,3-Benzothiazol-2-yl)piperidin-1-yl]-7-bromo-1-methyl-2-oxo-1,2-dihydro-quinoline-3-carbonitrile S1C(=NC2=C1C=CC=C2)C2CCN(CC2)C2=C(C(N(C1=CC(=CC=C21)Br)C)=O)C#N